methyl-hydroxyethyl-aminophenol CC1=C(C(=C(C=C1)O)N)CCO